5,6-dimethyl-benzoimidazolyl-pentane CC1=CC2=C(N=C(N2)CCCCC)C=C1C